BrC1=CC(=CC=C1)\C(=C/[N+](=O)[O-])\C(F)(F)F (E)-1-bromo-3-(3,3,3-trifluoro-1-nitroprop-1-en-2-yl)benzene